2-(2,2-difluoroethyl)-2'-methyl-1'-[[1-(2-methylsulfonylethyl)pyrazol-4-yl]methyl]spiro[4,5-dihydrothieno[2,3-c]pyran-7,4'-piperidine] FC(CC1=CC2=C(S1)C1(CC(N(CC1)CC=1C=NN(C1)CCS(=O)(=O)C)C)OCC2)F